Cl.NC1CCN(CC1)C1=CC(=C(C(=N1)C1=CC(=C(C=C1)C#N)F)C1=CC(=C(C=C1)OC)F)CCCCCCC(=O)NO 7-(6-(4-Aminopiperidin-1-yl)-2-(4-cyano-3-fluorophenyl)-3-(3-fluoro-4-methoxyphenyl)pyridin-4-yl)-N-hydroxyheptanamide hydrochloride